3-(7-(3-(difluoromethoxy)-5-fluorophenyl)-4-oxo-1-((3-(trifluoromethyl)phenyl)sulfonyl)-1,2-dihydroquinazolin-3(4H)-yl)propionitrile FC(OC=1C=C(C=C(C1)F)C1=CC=C2C(N(CN(C2=C1)S(=O)(=O)C1=CC(=CC=C1)C(F)(F)F)CCC#N)=O)F